indium-silver indium-aluminum [Al].[In].[Ag].[In]